2-[2-(propan-2-yl)pyridin-3-yl]pyrimidin-5-ol CC(C)C1=NC=CC=C1C1=NC=C(C=N1)O